2-(4-Bromophenyl)thiazole-5-sulfonyl chloride BrC1=CC=C(C=C1)C=1SC(=CN1)S(=O)(=O)Cl